N-(1-cyclobutyl-1H-pyrazol-4-yl)-2-(1-methyl-1H-pyrazol-4-yl)pyrimidine-4-carboxamide C1(CCC1)N1N=CC(=C1)NC(=O)C1=NC(=NC=C1)C=1C=NN(C1)C